2-(1-Fluoro-cyclopropylmethyl)-6-(2'-methoxy-4'-methyl-3,4,5,6-tetrahydro-2H-[1,3']bipyridinyl-4-yl)-4-(2-trifluoromethyl-benzyl)-2,4,6,7-tetrahydro-pyrazolo[4,3-d]pyrimidin-5-on FC1(CC1)CN1N=C2C(N(C(N(C2)C2CCN(CC2)C=2C(=NC=CC2C)OC)=O)CC2=C(C=CC=C2)C(F)(F)F)=C1